CN(C/C=C/C(=O)NC1=CC(=C(C=C1)F)NC1=NC(=NC=C1C1=CC=C(C=C1)CC(F)(F)F)NC=1C=NN(C1)C)C (E)-4-(dimethylamino)-N-(4-fluoro-3-((2-((1-methyl-1H-pyrazol-4-yl)amino)-5-(4-(2,2,2-trifluoroethyl)phenyl)pyrimidin-4-yl)amino)phenyl)but-2-enamide